ClC1=C(C=CC(=C1)Cl)[C@@]1(OC[C@H](O1)COC1=CC=C(C=C1)N1CCN(CC1)C1=CC=C(C=C1)NC(=O)C1=CC2=CC=CC=C2C=C1)C N-(4-(4-(4-(((2R,4R)-2-(2,4-dichlorophenyl)-2-methyl-1,3-dioxolan-4-yl)methoxy)phenyl)piperazin-1-yl)phenyl)-2-naphthamide